ClC=1C=C(C=CC1Cl)[C@@H]1N(OCC1)C1=CC(=NC=N1)NC=1C(=CC(=C(C1)NC(C=C)=O)N(C)CCN(C)C)OC N-(5-((6-((R)-3-(3,4-dichlorophenyl)isoxazolidine-2-yl)pyrimidine-4-yl)amino)-2-((2-(dimethylamino)ethyl)(methyl)amino)-4-methoxyphenyl)acrylamide